OCCNC1=CC=NC=N1 6-((2-hydroxyethyl)amino)pyrimidin